4,4-difluorocyclohexanesulfonyl chloride FC1(CCC(CC1)S(=O)(=O)Cl)F